Nicotinamide Nitrogen [N].C(C1=CN=CC=C1)(=O)N